FC1=C(C=CC(=C1C(=O)C1=CNC2=NC=C(C=C21)C2=CC(=CC=C2)F)F)NS(=O)(=O)CCC N-(2,4-difluoro-3-(5-(3-fluorophenyl)-1H-pyrrolo[2,3-b]pyridine-3-carbonyl)phenyl)propane-1-sulfonamide